[Mg+2].C(CCCCCCCCCCCCCCC)(=O)C([C@@H]([C@@H]1C(=C(C(=O)O1)O)[O-])O)(O)C(CCCCCCCCCCCCCCC)=O.C(CCCCCCCCCCCCCCC)(=O)C([C@@H]([C@@H]1C(=C(C(=O)O1)O)[O-])O)(O)C(CCCCCCCCCCCCCCC)=O dipalmitoyl-ascorbic acid, magnesium salt